N-(4-(2-amino-3-(3-morpholinoprop-1-ynyl)pyridin-4-yloxy)-3-fluorophenyl)-3-cyclohexyl-1-ethyl-2,4-dioxo-1,2,3,4-tetrahydropyrimidine-5-carboxamide NC1=NC=CC(=C1C#CCN1CCOCC1)OC1=C(C=C(C=C1)NC(=O)C=1C(N(C(N(C1)CC)=O)C1CCCCC1)=O)F